1,1-difluoropropanol FC(CC)(O)F